ClC1=C(C=C(C=C1)N1N=C(N=C1CNC(=O)NCC1=NC=NN1C1=CC=C2C=CC=NC2=C1)CF)F 1-{[1-(4-chloro-3-fluorophenyl)-3-(fluoromethyl)-1H-1,2,4-triazol-5-yl]methyl}-3-{[1-(quinolin-7-yl)-1H-1,2,4-triazol-5-yl]methyl}urea